C(CCCCCCCCCCCCCCCCCC)C=1C=C(C=CC1)O 3-nonadecylphenol